(S)-4-(5-(difluoromethyl)pyrazin-2-yl)-6-(4-(methoxycarbonyl)phenyl)-3,6-dihydropyridine FC(C=1N=CC(=NC1)C=1CC=N[C@@H](C1)C1=CC=C(C=C1)C(=O)OC)F